5-(4-hydroxy-4-(pyridin-2-ylmethyl)piperidin-1-yl)pyrazin OC1(CCN(CC1)C=1N=CC=NC1)CC1=NC=CC=C1